1-(4-((4-((4-([2,4'-bipyridin]-4-yloxy)-2-fluorophenyl)amino)-7-methoxyquinazolin-6-yl)amino)piperidin-1-yl)prop-2-en-1-one N1=C(C=C(C=C1)OC1=CC(=C(C=C1)NC1=NC=NC2=CC(=C(C=C12)NC1CCN(CC1)C(C=C)=O)OC)F)C1=CC=NC=C1